C(C1=CC=CC=C1)C(C(=O)NC=1C=NC2=CC=CC(=C2C1)F)(CC(F)(F)F)C 2-benzyl-4,4,4-trifluoro-N-(5-fluoro-3-quinolyl)-2-methyl-butanamide